ClC=1C=NC=C(C1[C@@H](C)OC=1C=C2C(=NNC2=CC1)C=1C=CC(=NC1)NC(=O)C1CC1)Cl (R)-N-(5-(5-(1-(3,5-Dichloropyridin-4-yl)ethoxy)-1H-indazol-3-yl)pyridin-2-yl)cyclopropanecarboxamide